(4R,6S)-6-(2-(tert-butoxy)-2-oxoethyl)-2,2-dimethyl-1,3-dioxane-4-carboxylic acid C(C)(C)(C)OC(C[C@@H]1C[C@@H](OC(O1)(C)C)C(=O)O)=O